bis(2-hydroxyethyl)furan-2,5-dicarboxylate OCCC=1C(=C(OC1C(=O)[O-])C(=O)[O-])CCO